(E)-hept-2-en-1-ol C(\C=C\CCCC)O